4,5,6,7-tetrahydrobenzothiophen S1C=CC2=C1CCCC2